5-iodo-N-((1s,4s)-4-((7-morpholino-1,6-naphthyridin-5-yl)oxy)cyclohexyl)pyrimidin-2-amine IC=1C=NC(=NC1)NC1CCC(CC1)OC1=C2C=CC=NC2=CC(=N1)N1CCOCC1